C(C)N1N=CC2=CC=C(C(=C12)OC)NC1=C2C(=NC(=C1)NC(=O)C1CC1)CN(C2=O)C([2H])([2H])[2H] N-(4-((1-ethyl-7-methoxy-1H-indazol-6-yl)amino)-6-(methyl-d3)-5-oxo-6,7-dihydro-5H-pyrrolo[3,4-b]pyridin-2-yl)cyclopropanecarboxamide